6-[(2,6-dioxo-3-piperidyl)oxy]pyridine-3-sulfonyl chloride O=C1NC(CCC1OC1=CC=C(C=N1)S(=O)(=O)Cl)=O